C1(CCC1)N1C[C@H](CC=2C1=NC=C(N2)C(=O)NCC2=NC=CC(=C2)NS(=O)(=O)C2CC2)C (S)-5-cyclobutyl-N-((4-(cyclopropanesulfonamido)pyridin-2-yl)methyl)-7-methyl-5,6,7,8-tetrahydropyrido[2,3-b]pyrazine-2-carboxamide